(R)-N-(5-chlorothiazol-2-yl)-2-((R)-3,3-difluorocyclopentyl)-2-(4-(2-methyl-2H-tetrazol-5-yl)phenyl)acetamide ClC1=CN=C(S1)NC([C@@H](C1=CC=C(C=C1)C=1N=NN(N1)C)[C@H]1CC(CC1)(F)F)=O